N-(4-cyano-1-methyl-1H-pyrazol-5-yl)pentanamide tert-butyl-(3R,4S)-3-fluoro-4-((R)-3-hydroxy-2-oxopyrrolidin-1-yl)piperidine-1-carboxylate C(C)(C)(C)OC(=O)N1C[C@H]([C@H](CC1)N1C([C@@H](CC1)O)=O)F.C(#N)C=1C=NN(C1NC(CCCC)=O)C